S12CCC(CC1)C2 thiabicyclo[2.2.1]heptane